cyclopropyl-2-[6-(4-fluoro-3-methyl-phenyl)pyrazolo[4,3-b]pyridin-1-yl]ethanone C1(CC1)C(CN1N=CC2=NC=C(C=C21)C2=CC(=C(C=C2)F)C)=O